FCCOC1=C(CNCCN)C=CC=C1 N1-(2-(2-Fluoroethoxy)benzyl)ethane-1,2-diamine